C(#N)N1C[C@H](CC1)C(=O)NC1=NC=CC(=C1)C1=CC(=CC=C1)C=1C=NOC1C (S)-1-cyano-N-(4-(3-(5-methylisoxazol-4-yl)phenyl)pyridin-2-yl)pyrrolidine-3-carboxamide